1-[3-(difluoromethyl)-5-(2,2-dimethylmorpholin-4-yl)-2-fluorophenyl]-4-methyl-3-{[1-(propan-2-yl)-1H-pyrazol-4-yl]methyl}-1,3-dihydro-2H-imidazol-2-one FC(C=1C(=C(C=C(C1)N1CC(OCC1)(C)C)N1C(N(C(=C1)C)CC=1C=NN(C1)C(C)C)=O)F)F